(2R)-1-[4-[amino(4,5-dichloro-3-fluoro-2-hydroxyphenyl)methyl]piperidin-1-yl]-2,3-dihydroxypropan-1-one NC(C1CCN(CC1)C([C@@H](CO)O)=O)C1=C(C(=C(C(=C1)Cl)Cl)F)O